1-(4-methoxybenzyl)-3-(2-azaspiro[3.3]hept-6-yl)urea COC1=CC=C(CNC(=O)NC2CC3(CNC3)C2)C=C1